2'-nitroacetophenone [N+](=O)([O-])C1=C(C=CC=C1)C(C)=O